(R)-1-(7-bromo-8-fluoro-2-(((2R,7aS)-2-fluorohexahydro-1H-pyrrolizin-7a-yl)methoxy)quinazolin-4-yl)-3-methylpiperidin-3-ol BrC1=CC=C2C(=NC(=NC2=C1F)OC[C@]12CCCN2C[C@@H](C1)F)N1C[C@@](CCC1)(O)C